ClC1=CC2=C(N(C(N=C2N2[C@H](CN(CC2)C(C=C)=O)C)=O)C=2C(=NC=NC2C(C)C)C)N=C1C1=C(C=CC(=C1)F)F 6-chloro-7-(2,5-difluorophenyl)-1-(4-methyl-6-(2-propanyl)-5-pyrimidinyl)-4-((2S)-2-methyl-4-(2-propenoyl)-1-piperazinyl)pyrido[2,3-d]pyrimidin-2(1H)-one